C(CCCCCCCCCCCCC)(=O)OC1[C@](O[C@H](C1)N1C2=NC(=NC(=C2N=C1)N)F)(CO[P@](=O)(OC1=CC=CC=C1)N[C@H](C(=O)OC(C)C)C)C#C (2R-13S,5R)-5-(6-amino-2-fluoro-9H-purin-9-yl)-2-ethynyl-2-((((S)-(((S)-1-isopropoxy-1-oxopropan-2-yl)amino)(phenoxy)phosphoryl)oxy)methyl)tetrahydrofuran-3-yl tetradecanoate